[Si](C)(C)(C(C)(C)C)OCCN1N=C(C(=C1CN([C@H]1CN(C[C@@H]1O)C(=O)OC(C)(C)C)C)I)OCC tert-butyl (3S,4S)-3-[[2-[2-[tert-butyl(dimethyl)silyl]oxyethyl]-5-ethoxy-4-iodo-pyrazol-3-yl]methyl-methyl-amino]-4-hydroxy-pyrrolidine-1-carboxylate